ClC1=C(C(=O)O)C=CC(=C1N1C(N(C(N(C1=O)CC)=S)CC)=O)F 2-chloro-4-fluoro-3-(3,5-diethyl-2,6-dioxo-4-thioxo-1,3,5-triazin-1-yl)benzoic acid